FC=1C=C(C=C(C1)O)C1=CC=C(C=C1)CC=1C=C(SC1C)C 4-((3'-fluoro-5'-hydroxy-[1,1'-biphenyl]-4-yl)methyl)-2,5-dimethylthiophene